5-(8-((1S,2S)-2-(5-chloro-4-((2,2-difluorocyclopropyl)methoxy)pyridin-2-yl)cyclopropyl)imidazo[1,2-b]pyridazin-6-yl)pyrimidine-2,4(1H,3H)-dione ClC=1C(=CC(=NC1)[C@@H]1[C@H](C1)C=1C=2N(N=C(C1)C=1C(NC(NC1)=O)=O)C=CN2)OCC2C(C2)(F)F